racemic-2-(methylsulfanyl)propionic acid CS[C@@H](C(=O)O)C |r|